C(C)(C)(C)OC(=O)N1[C@H](CC[C@@H](C1)O)C (2s,5s)-5-hydroxy-2-methylpiperidine-1-carboxylic acid tert-butyl ester